NC1CCC(CC1)NC(=O)C1=CNC2=CC=C(C=C12)C=1C(=NC=CC1)F N-((1s,4s)-4-aminocyclohexyl)-5-(2-fluoropyridin-3-yl)-1H-indole-3-carboxamide